C1(CC1)C=1C=C(C=2N(C1)C=C(N2)CN)C(F)(F)F (6-cyclopropyl-8-(trifluoromethyl)imidazo[1,2-a]pyridin-2-yl)methylamine